C(C(C(C(=O)O)O)C(=O)O)C(=O)O The molecule is a tricarboxylic acid that is propan-1-ol with a hydrogen at each of the 3 carbon positions replaced by a carboxy group. It has a role as a fundamental metabolite. It is a tricarboxylic acid and a secondary alcohol. It is a conjugate acid of an isocitrate(1-).